C(C)(C)(C)OC(NCCCCCCNCCCCOCC1=CC=CC=C1)=O tert-butyl(6-((4-(benzyloxy)butyl)amino)hexyl)carbamate